hydroxyangelic acid OC/C(/C(=O)O)=C/C